COC1=C(C=CC=C1)P(C1=CC=CC=C1)=O (R)-(2-Methoxyphenyl)(phenyl)phosphine oxide